C(=O)=C1CC(OC(=C1)C=CC1=CC=C(C=C1)O)C1=CC=C(C=C1)O 1,5-epoxy-3-carbonyl-1,7-bis(4-hydroxyphenyl)-4,6-heptadiene